C(C=1C(O)=CC(O)=CC1C)(=O)[O-] orsellinic acid anion